NC1=CC=C(C=C1)OP(=O)([O-])[O-] p-Aminophenylphosphat